[OH-].OCC[N+](C)(C)C.[OH-].C(C1=CC=CC=C1)[N+](C)(C)C benzyltrimethylammonium hydroxide choline hydroxide